C(CC)NCC1=CC=CC=C1 N-propyl-benzyl-amine